1,2-dichlorobutane ClCC(CC)Cl